C(C)(C)(C)OC(=O)N1[C@@H](CCC1)C1(OC2=C(C1)C=C(C(=C2)F)Cl)C2=CC=CC=C2 2-((S)-1-(tert-butoxycarbonyl)pyrrolidin-2-yl)-5-chloro-6-fluoro-2-phenyl-2,3-dihydrobenzofuran